(R)-7-Chloro-N-(1,1-dioxido-2,3-dihydrothiophen-3-yl)-2-oxo-1,2-dihydroquinoline-3-carboxamide ClC1=CC=C2C=C(C(NC2=C1)=O)C(=O)N[C@H]1CS(C=C1)(=O)=O